NC1=C(C=CC(=C1)OC(F)(F)F)C(=O)N1CCC(CC1)C1=C2C(=NC=C1C(F)(F)F)NC=C2 (2-amino-4-(trifluoromethoxy)phenyl)(4-(5-(trifluoromethyl)-1H-pyrrolo[2,3-b]pyridin-4-yl)piperidin-1-yl)methanone